tert-butyl (R)-3-(4-(2-(methoxymethoxy)-4-(trifluoromethyl)phenyl)-6,7-dihydro-5H-cyclopenta[d]pyridazine-1-carbonyl)piperidine-1-carboxylate COCOC1=C(C=CC(=C1)C(F)(F)F)C1=C2C(=C(N=N1)C(=O)[C@H]1CN(CCC1)C(=O)OC(C)(C)C)CCC2